thulium aluminum oxide [O-2].[Al+3].[Tm+3].[O-2].[O-2]